The molecule is a member of the class of pyrazines that is pyrazine-2-carboxamide which is substituted by {3-methoxy-4-[4-(4-methylpiperazin-1-yl)piperidin-1-yl]phenyl}nitrilo, (oxan-4-yl)nitrilo and ethyl groups at positions 3,5 and 6, respectively. It is a potent inhibitor of FLT3 and AXL tyrosine kinase receptors (IC50 = 0.29 nM and 0.73 nM, respectively). Approved by the FDA for the treatment of acute myeloid leukemia in patients who have a FLT3 gene mutation. It has a role as an apoptosis inducer, an EC 2.7.10.1 (receptor protein-tyrosine kinase) inhibitor and an antineoplastic agent. It is a N-methylpiperazine, a member of piperidines, a secondary amino compound, a monomethoxybenzene, a member of pyrazines, a primary carboxamide, an aromatic amine and a member of oxanes. CCC1=C(N=C(C(=N1)C(=O)N)NC2=CC(=C(C=C2)N3CCC(CC3)N4CCN(CC4)C)OC)NC5CCOCC5